tert-butyl-4-[6-fluoro-3-(2-tetrahydrofuran-3-yloxy-3-pyridyl)pyrazolo[1,5-a]pyrimidin-5-yl]piperazine-1-carboxylate C(C)(C)(C)OC(=O)N1CCN(CC1)C1=NC=2N(C=C1F)N=CC2C=2C(=NC=CC2)OC2COCC2